N1(N=CC=C1)CCNC(C1=CC(=CC=C1)C=1N=NC(=CC1)N1CCCC1)=O N-(2-(1H-pyrazol-1-yl)ethyl)-3-(6-(pyrrolidin-1-yl)pyridazin-3-yl)benzamide